BrC=1C=NC(=NC1)N1S(C=CC=C1)(=O)=O 2-(5-bromopyrimidin-2-yl)-1,2-thiazine 1,1-dioxide